C(CCCCCCCCCCCCC)(=O)[O-].[Mg+2].C(CCCCCCCCCCCCC)(=O)[O-] magnesium Myristate